3,5-dichloro-4-(4-methoxy-3-(4,4,5,5-tetramethyl-1,3,2-dioxaborolan-2-yl)benzyl)phenol ClC=1C=C(C=C(C1CC1=CC(=C(C=C1)OC)B1OC(C(O1)(C)C)(C)C)Cl)O